4-((4-bromophenoxy)methyl)-3-(cyclopropylmethyl)oxazolidin-2-one BrC1=CC=C(OCC2N(C(OC2)=O)CC2CC2)C=C1